NC(C)(C)C1=C2C=C(N=CC2=C(N=C1)OC1CC1)NC1=CC=C2C(=N1)[C@H]([C@@H](OC2=O)C)C (7S,8R)-2-((5-(2-aminoprop-2-yl)-8-cyclopropoxy-2,7-naphthyridin-3-yl)amino)-7,8-dimethyl-7,8-dihydro-5H-pyrano[4,3-b]pyridin-5-one